quInazolin-4-ol N1=CN=C(C2=CC=CC=C12)O